C(C1=CC=CC=C1)N(C(OC(C)(C)C)=O)C=1C=2N(N=C(C1)Cl)C(=CN2)I tert-butyl benzyl(6-chloro-3-iodoimidazo[1,2-b]pyridazin-8-yl)carbamate